C(#N)C=1C=C2C(=C(C(NC2=CC1)=O)CC(=O)OC)C1CC1 methyl 2-(6-cyano-4-cyclopropyl-2-oxo-1,2-dihydroquinolin-3-yl)acetate